F[C@H]1CN(CC1)C(=O)NC1=CC(=C(C=C1)F)N1N=C2N=CC(=CC2=C1)N1CC(C1)C(F)(F)F (3R)-3-fluoro-N-(4-fluoro-3-{5-[3-(trifluoromethyl)azetidin-1-yl]-2H-pyrazolo[3,4-b]pyridin-2-yl}phenyl)pyrrolidine-1-carboxamide